tert-Butyl N-(2-{2-[(4-{[2-amino-4-(pentylamino)-5H-pyrrolo[3,2-d]pyrimidin-5-yl]methyl}-3-methoxyphenyl)methoxy]ethoxy}ethyl)carbamate NC=1N=C(C2=C(N1)C=CN2CC2=C(C=C(C=C2)COCCOCCNC(OC(C)(C)C)=O)OC)NCCCCC